BrC=1C=CC=C2C(=NN(C12)C=1C=CC(=NC1)N1CC2C(C2C1)C(=O)OC)C=1C2=CN(N=C2C=CC1)C methyl 3-(5-{7-bromo-2'-methyl-1H,2'H-[3,4'-biindazol]-1-yl}pyridin-2-yl)-3-azabicyclo[3.1.0]hex-ane-6-carboxylate